NCC1=CC=C(C=C1)NC1=CC(=C(C=C1)N(CC)CC)C N4-(4-(aminomethyl)phenyl)-N1,N1-diethyl-2-methylbenzene-1,4-diamine